[N+](#[C-])C(CC1=CC=C(C=C1)C)(CC(=C)C1=CC=CC=C1)S(=O)(=O)C1=CC=C(C=C1)C 1-((2-isocyano-4-phenyl-1-(p-tolyl)pent-4-en-2-yl)sulfonyl)-4-methylbenzene